SCC1=CC(=CC=C1)CS 1,3-bis(mercaptomethyl)benzene